BrC1=CC=2C(C3=CC=C(C=C3C(C2C=C1)(C#C[Si](C(C)C)(C(C)C)C(C)C)O[Si](C)(C)C)Br)(C#C[Si](C(C)C)(C(C)C)C(C)C)O[Si](C)(C)C ((2,6-dibromo-9,10-bis((triisopropylsilyl)ethynyl)-9,10-dihydroanthracene-9,10-diyl)bis(oxy))bis(trimethylsilane)